FC=1C=2N(C=C(C1)C1=CNC=3N=C(N=CC31)NC=3C=NC(=CC3)N3CCN(CC3)C)C(=CN2)CO (8-fluoro-6-(2-((6-(4-methylpiperazin-1-yl)pyridin-3-yl)amino)-7H-pyrrolo[2,3-d]pyrimidin-5-yl)imidazo[1,2-a]pyridin-3-yl)methanol